C1=2C=3C=C(C=CC3OC2C=CC=C1)S(=O)(=O)NC1=C(C=CC=C1)C#CC=1C=CC(=NC1)C(=O)O 5-[2-(2-{8-oxatricyclo[7.4.0.02,7]trideca-1(9),2(7),3,5,10,12-hexaene-4-sulfonamido}phenyl)ethynyl]pyridine-2-carboxylic acid